N-[2-[[3-(3,3-Dimethyl-2-oxo-1H-pyrrolo[2,3-c]pyridin-5-yl)-1,2,4-thiadiazol-5-yl]amino]-5-(trifluoromethyl)-3-pyridyl]-N-methyl-acetamide CC1(C(NC2=CN=C(C=C21)C2=NSC(=N2)NC2=NC=C(C=C2N(C(C)=O)C)C(F)(F)F)=O)C